C(C1=CC=CC=C1)NC(N(C1=CC=C(C=C1)C=1C=NN(C1)C)[C@@H]1CC[C@H](CC1)NC1=NC=C(C(=N1)C=1C=NC=NC1)C#N)=O 3-benzyl-1-(trans-4-((5-cyano-4,5'-bipyrimidin-2-yl)amino)cyclohexyl)-1-(4-(1-methyl-1H-pyrazol-4-yl)phenyl)urea